C1(=CC=CC=C1)C(C(=O)O)CCCCCCC=CCCCCC phenylpentadec-9-enoic acid